8-[(2s,5r)-4-[(4-fluorophenyl)(pyrazin-2-yl)methyl]-2,5-dimethylpiperazin-1-yl]-5-methyl-6-oxo-5,6-dihydro-1,5-naphthyridine-2-carbonitrile FC1=CC=C(C=C1)C(N1C[C@@H](N(C[C@H]1C)C1=CC(N(C=2C=CC(=NC12)C#N)C)=O)C)C1=NC=CN=C1